N=1N=CN(C1)C1=CC(=C2C=NNC2=C1)NCCNCCCCN(C(OC(C)(C)C)=O)CC1=CC(=C(C=C1)OC(F)(F)F)Cl tert-Butyl (4-((2-((6-(4H-1,2,4-triazol-4-yl)-1H-indazol-4-yl)amino)ethyl)amino)butyl)(3-chloro-4-(trifluoromethoxy)benzyl)carbamate